2-(6-fluoro-1,5-naphthyridin-4-yl)-3-iodo-1H,5H,6H,7H-pyrrolo[3,2-c]pyridin-4-one FC=1N=C2C(=CC=NC2=CC1)C1=C(C=2C(NCCC2N1)=O)I